8-[(2s,5r)-4-[(4-fluorophenyl)(1-methyl-1H-pyrazol-4-yl)methyl]-2,5-dimethylpiperazin-1-yl]-5-methyl-6-oxo-5,6-dihydro-1,5-naphthyridine-2-carbonitrile FC1=CC=C(C=C1)C(N1C[C@@H](N(C[C@H]1C)C1=CC(N(C=2C=CC(=NC12)C#N)C)=O)C)C=1C=NN(C1)C